6-tert-butyloxycarbonyl-1-oxa-6-azaspiro[2.5]octane C(C)(C)(C)OC(=O)N1CCC2(CO2)CC1